ClC1=CC=C(C=C1)C1=CN=C(S1)C12CC(C1)(C2)NC(OC(C)(C)C)=O tert-butyl N-[3-[5-(4-chlorophenyl)thiazol-2-yl]-1-bicyclo[1.1.1]pentanyl]carbamate